(3-aminophenyl)-methanol NC=1C=C(C=CC1)CO